Dibenzyl 1-[9-(biphenyl-4-yl)nonanoyl]azetidin-3-yl phosphate P(=O)(OCC1=CC=CC=C1)(OCC1=CC=CC=C1)OC1CN(C1)C(CCCCCCCCC1=CC=C(C=C1)C1=CC=CC=C1)=O